OC1CCCN(C1O)C 5-hydroxy-methyl-6-hydroxypiperidine